4-((4-(5-(4-chlorophenoxy)-2,2-dimethylpentanoyl)-2-methylpiperazin-1-yl)sulfonyl)benzoic acid ClC1=CC=C(OCCCC(C(=O)N2CC(N(CC2)S(=O)(=O)C2=CC=C(C(=O)O)C=C2)C)(C)C)C=C1